C(#N)C=1C=NN2C1C(=CC(=C2)C=2C=NN(C2)C2CCN(CC2)C(=O)OC(C)(C)C)C=2C=NC(=CC2)N2CCC(CC2)(CC)C(NC2CCC2)=O tert-butyl 4-[4-[3-cyano-4-[6-[4-(cyclobutylcarbamoyl)-4-ethyl-1-piperidyl]-3-pyridyl]pyrazolo[1,5-a]pyridin-6-yl]pyrazol-1-yl]piperidine-1-carboxylate